C(#N)C=1C=C(C=CC1)C=1N=C(SC1C=1C=C2C=NN(C2=C(C1)C)C)NC(=O)N1CC2(COC2)C1 N-[4-(3-cyanophenyl)-5-(1,7-dimethylindazol-5-yl)thiazol-2-yl]-2-oxa-6-azaspiro[3.3]heptane-6-carboxamide